tert-butyl ((3R,4S)-3-((((1s,4S)-4-(3-fluorophenyl)cyclohexyl)oxy)methyl)piperidin-4-yl)carbamate FC=1C=C(C=CC1)C1CCC(CC1)OC[C@@H]1CNCC[C@@H]1NC(OC(C)(C)C)=O